tert-butyl 3-(tert-butylamino)-3-methylpyrrolidine-1-carboxylate C(C)(C)(C)NC1(CN(CC1)C(=O)OC(C)(C)C)C